6-bromo-7-chlorobenzo[d]thiazol-2-amine BrC1=C(C2=C(N=C(S2)N)C=C1)Cl